N1=CC=NC2=CC(=CC=C12)NCC#CC=1N(C2=CC=CC(=C2C1)NC1CCS(CC1)(=O)=O)CC(F)(F)F 4-[(2-{3-[(quinoxalin-6-yl)amino]prop-1-yn-1-yl}-1-(2,2,2-trifluoroethyl)-1H-indol-4-yl)amino]-1λ6-thiane-1,1-dione